COC(C1=C(C=CC=C1Cl)C(C(=O)OC)Br)=O (1-bromo-2-methoxy-2-oxoethyl)-6-chlorobenzoic acid methyl ester